C(C)C(COC(C1CO1)=O)CCCC (2-ethylhexyl)-glycidate